2-methylprop-2-enoic acid potassium salt [K+].CC(C(=O)[O-])=C